C(C)OC(=O)C1CC12CCC(CC2)N2C=C(C1=C2N=CN=C1N)C1=CC=C(C=C1)OC1=CC=CC=C1 6-(4-Amino-5-(4-phenoxyphenyl)-7H-pyrrolo[2,3-d]pyrimidin-7-yl)spiro[2.5]octane-1-carboxylic acid ethyl ester